C(C)(C)(C)NC(=O)N[C@H](C(=O)N(CC=1SC=CC1)CC=1SC=CC1)CCCC (2S)-2-[(tert-butylcarbamoyl)amino]-N,N-bis(2-thienylmethyl)hexanamide